C(CC(=C)C)OP(O)(=O)OP(=O)(O)O.O(P(O)(=O)OP(=O)(O)O)CCC(=C)C isopentenyl diphosphate isopentenyldiphosphate